FC=1C=C(C=CC1OC)C(=O)N1CCCCC1 1-[(3-fluoro-4-methoxyphenyl)carbonyl]piperidin